((2'-fluoro-4'-(4-methylpiperazin-1-yl)-5'-nitro-[1,1'-biphenyl]-3-yl)methyl)morpholine FC1=C(C=C(C(=C1)N1CCN(CC1)C)[N+](=O)[O-])C1=CC(=CC=C1)CN1CCOCC1